C12(CC3CC(CC(C1)C3)C2)NCCCCCNC2=C3C(N(C(C3=CC=C2)=O)C2C(NC(CC2)=O)=O)=O 4-((5-((adamantan-1-yl)amino)pentyl)amino)-2-(2,6-dioxopiperidin-3-yl)isoindoline-1,3-dione